C1(CCCC1)NC(=O)NC1=CC(=C(C(=C1)O)N1S(NC(C1)=O)(=O)=O)F 1-cyclopentyl-3-[4-(1,1-dioxido-4-oxo-1,2,5-thiadiazolidin-2-yl)-3-fluoro-5-hydroxyphenyl]urea